CON(C(=O)C1=C(C=NC=C1)C)C N-methoxy-N,3-dimethyl-pyridine-4-carboxamide